NC1=CC(=C(C(=O)[NH+](CC2CN(CCO2)CC2=CC=C(C=C2)F)[O-])C=C1Cl)OCC 4-amino-5-chloro-2-ethoxy-N-[[4-(4-fluorobenzyl)-2-morpholinyl]methyl]benzamide-N-oxide